4-((4-(METHYLSULFONYL)PIPERAZIN-1-YL)METHYL)-3-(TRIFLUOROMETHYL)ANILINE CS(=O)(=O)N1CCN(CC1)CC1=C(C=C(N)C=C1)C(F)(F)F